C(C)(=O)OCCCCOC(C)=O butyleneglycol diacetate